2-(3,3-dimethyl-2-(2,2,2-trifluoroacetamido)butanoyl)-5,5-difluoro-N-(4-fluoro-4-(methylsulfonyl)-1-(2-oxopyrrolidin-3-yl)but-3-en-2-yl)octahydrocyclopenta[c]pyrrole-1-carboxamide CC(C(C(=O)N1C(C2C(C1)CC(C2)(F)F)C(=O)NC(CC2C(NCC2)=O)C=C(S(=O)(=O)C)F)NC(C(F)(F)F)=O)(C)C